O1C=CC2=C1C=CC=C2C2=CC=NC=C2 4-(benzofuran-4-yl)pyridine